2-Fluoro-2-(2-methoxypyridin-4-yl)propanoic Acid FC(C(=O)O)(C)C1=CC(=NC=C1)OC